(1R,3S,5R)-2-(2-(3-acetyl-5-(2-(hydroxymethyl)pyrimidin-5-yl)-7-methyl-1H-indazol-1-yl)acetyl)-N-(6-bromo-3-methylpyridin-2-yl)-5-methyl-2-azabicyclo[3.1.0]hexane-3-carboxamide C(C)(=O)C1=NN(C2=C(C=C(C=C12)C=1C=NC(=NC1)CO)C)CC(=O)N1[C@@H]2C[C@@]2(C[C@H]1C(=O)NC1=NC(=CC=C1C)Br)C